C(#N)C1=CC=C(C=C1)NC=1C=C(CNC(=O)C2=C3NC(=NC3=NC=N2)C2CCCC2)C=C(C1)F N-(3-((4-cyanophenyl)amino)-5-fluorobenzyl)-8-cyclopentyl-7H-purine-6-carboxamide